FC1(CCC=2NC3=C(C=CC=C3C2C1)C(=O)O)F 3,3-difluoro-2,3,4,9-tetrahydro-1H-carbazole-8-carboxylic acid